C(#C)C1=C2C(=CN=CC2=CC=C1F)C1=C(C=2N=C(N=C(C2C=N1)N(C[C@H]1NCCCC1)C)N1CC2CCC(C1)N2C)F 7-(5-ethynyl-6-fluoroisoquinolin-4-yl)-8-fluoro-N-methyl-2-(8-methyl-3,8-diazabicyclo[3.2.1]octan-3-yl)-N-(((S)-piperidin-2-yl)methyl)pyrido[4,3-d]pyrimidin-4-amine